BrC1=C(C=CC=C1)C=1C=C(C=C2C=3C=C(C(=CC3C3=C(C(=CC=C3C12)OCCCCC)OCCCCC)OCCCCC)OCCCCC)OCCCCC 8-(2-bromophenyl)-2,3,6,11,12-pentakis(pentyloxy)triphenylene